fluoro-1',3'-dihydro-spiro[azetidine-3,2'-indene] FC1C2(CC3=CC=CC=C13)CNC2